CN(C(OC(C)(C)C)=O)[C@H]1CNCC1 (R)-tert-butyl methyl(pyrrolidin-3-yl)carbamate